(S)-pyrrolidin-2-ylmethyl 5-(1-(2-amino-2-oxoethyl) piperidin-4-yl)-2-(7,8-dimethyl-[1,2,4]triazolo[1,5-a]pyridin-6-yl)-3-isopropyl-1H-indole-1-carboxylate NC(CN1CCC(CC1)C=1C=C2C(=C(N(C2=CC1)C(=O)OC[C@H]1NCCC1)C=1C(=C(C=2N(C1)N=CN2)C)C)C(C)C)=O